COC=1C(=NC(=NC1)NC=1C=C2C=CN(C2=CC1)S(=O)(=O)C)OC=1C=C(C=CC1)NC(C=C)=O N-(3-(5-methoxy-2-(1-(methylsulfonyl)indol-5-ylamino)pyrimidin-4-yloxy)phenyl)acrylamide